FC1=C(C=CC=C1)[C@H]1[C@H](C2=CC=C(C=C2CC1)O)C1=CC=C(C=C1)N1CCC2(CN(C2)C(=O)OC(C)(C)C)CC1 tert-butyl 7-(4-((1S,2R)-2-(2-fluorophenyl)-6-hydroxyl-1,2,3,4-tetrahydronaphthalen-1-yl)phenyl)-2,7-diazaspiro[3.5]nonane-2-carboxylate